((S)-1-[[(3-amino-3-oxo-propyl)-(2-chloroacetyl)amino]carbamoyl]-3-methyl-butyl)carbamate NC(CCN(C(CCl)=O)NC(=O)[C@H](CC(C)C)NC([O-])=O)=O